OC[C@@H]1C([C@H]1C1=C(C=CC=C1)S(=O)(=O)N)(C)C (trans-3-(hydroxymethyl)-2,2-dimethylcyclopropyl)benzenesulfonamide